5-bromo-3-methoxy-2-(4,4,5,5-tetramethyl-1,3,2-dioxaborolan-2-yl)benzaldehyde BrC=1C=C(C(=C(C=O)C1)B1OC(C(O1)(C)C)(C)C)OC